(2S,3S)-ethyl 3-((2-(2-chloro-5-trityl-5H-pyrrolo[2,3-b]pyrazin-7-yl)-6-(1H-pyrrol-1-yl)pyrimidin-4-yl)amino)bicyclo[2.2.2]octane-2-carboxylate ClC=1N=C2C(=NC1)N(C=C2C2=NC(=CC(=N2)N[C@@H]2[C@H](C1CCC2CC1)C(=O)OCC)N1C=CC=C1)C(C1=CC=CC=C1)(C1=CC=CC=C1)C1=CC=CC=C1